OC[C@H](C1=CC=CC=C1)NC1=CC(=NC=C1C1=NC(=NO1)C)NC1=CC=C2C(NN(C2=C1)C)=O (S)-6-((4-((2-hydroxy-1-phenylethyl)amino)-5-(3-methyl-1,2,4-oxadiazol-5-yl)pyridin-2-yl)amino)-1-methyl-1,2-dihydro-3H-indazol-3-one